C1(CCCCC1)C[C@@H](C(=O)N[C@H](CO)CCC(=O)N1CCOC2=C(C1)C=CC=C2)NC(=O)OC2CCN(CC2)C(=O)OC(C)(C)C tert-butyl 4-((((S)-3-cyclohexyl-1-(((S)-5-(2,3-dihydrobenzo[f][1,4]oxazepin-4(5H)-yl)-1-hydroxy-5-oxopentan-2-yl) amino)-1-oxopropan-2-yl) carbamoyl) oxy)piperidine-1-carboxylate